C(C)(C)C1(CC1)CC1=C(C=CC=C1)C1=NC(=NC(=C1)OC1=CC=C(C=C1)N1CCN(CC1)C)NS(=O)(=O)C=1C=NN(C1)C N-[4-[2-[(1-isopropylcyclopropyl)methyl]phenyl]-6-[4-(4-methylpiperazin-1-yl)phenoxy]pyrimidin-2-yl]-1-methyl-pyrazole-4-sulfonamide